2,4-DIETHOXYPYRIMIDIN-5-YLBORONIC ACID C(C)OC1=NC=C(C(=N1)OCC)B(O)O